FC=1C=C(C(=C2C=C(NC12)S(=O)(=O)N1C(COCC1)C(F)(F)F)C1=NC=C(C=N1)F)C(F)(F)F 4-((7-fluoro-4-(5-fluoropyrimidin-2-yl)-5-(trifluoromethyl)-1H-indol-2-yl)sulfonyl)-3-(trifluoromethyl)morpholine